C(C)(C)(C)OC(=O)NCCN(C(CC[C@@H](C(=O)O)NC(=O)OC(C)(C)C)=O)CCNC(=O)OC(C)(C)C (2S)-5-[bis[2-(tert-butoxycarbonylamino)ethyl]amino]-2-(tert-butoxycarbonylamino)-5-oxo-pentanoic acid